N-(methoxymethyl)acryl-amide COCNC(C=C)=O